C1(CCCC1)N1C(CN(C=2C=NC(=NC12)NC1=C(C=C(C(=O)NCCOC2CCNCC2)C=C1)OC)C)CC 4-[(8-cyclopentyl-7-ethyl-5-methyl-6,7-dihydropteridin-2-yl)amino]-3-methoxy-N-[2-(4-piperidyloxy)ethyl]benzamide